Methyl 2-((1,6-naphthyridine-8-carboxamido)methyl)-5-chlorobenzofuran-7-carboxylate N1=CC=CC2=CN=CC(=C12)C(=O)NCC=1OC2=C(C1)C=C(C=C2C(=O)OC)Cl